FC1=C(CBr)C(=CC(=C1)F)F 2,4,6-trifluorobenzyl bromide